C(C)C1=C(NC2=C1N=C(S2)C2CCC(CC2)NC2COC2)C=2C=C(C=1N(C2)N=CN1)OC N-(4-(6-ethyl-5-(8-methoxy-[1,2,4]triazolo[1,5-a]pyridin-6-yl)-4H-pyrrolo[3,2-d]thiazol-2-yl)cyclohexyl)oxetan-3-amine